(R)-N'-((5-cyclopropyl-2,3-dihydro-1H-inden-4-yl)carbamoyl)-6,7-dihydro-5H-pyrazolo[5,1-b][1,3]oxazine-3-sulfonimidamide C1(CC1)C=1C(=C2CCCC2=CC1)NC(=O)N=[S@](=O)(N)C=1C=NN2C1OCCC2